O1N=C(CC12CCOCC2)C[C@H]2O[C@@H]([C@@H]([C@@H]([C@H]2O)N2N=NC(=C2)C2=C(C(=C(C=C2)C)F)F)O)CO (2R,3R,4R,5R,6R)-2-((1,8-dioxa-2-azaspiro[4.5]dec-2-en-3-yl)methyl)-4-(4-(2,3-difluoro-4-methylphenyl)-1H-1,2,3-triazol-1-yl)-6-(hydroxymethyl)tetrahydro-2H-pyran-3,5-diol